FC(=C)F (l)-1,1-difluoroethylene